NC1=NC(=C(C=2N1C(N(N2)CC2=C(C(=CC=C2)F)Cl)=O)C2=CC(=NC(=C2)C)C)C2=CC=CC=C2 5-amino-2-[(2-chloro-3-fluoro-phenyl)methyl]-8-(2,6-dimethyl-4-pyridinyl)-7-phenyl-[1,2,4]triazolo[4,3-c]pyrimidin-3-one